2,4-dimethoxy-pyrimidine-5-boronic acid COC1=NC=C(C(=N1)OC)B(O)O